Ethyl 5-bromo-1-(4-fluorophenyl)-4,6-dimethyl-2-oxo-1,2-dihydropyridine-3-carboxylate BrC=1C(=C(C(N(C1C)C1=CC=C(C=C1)F)=O)C(=O)OCC)C